(1r,2s)-2-(3-{[5-chloro-2-(3-hydroxyazetidin-1-yl)pyrimidin-4-yl]amino}-1H-indazol-6-yl)-5'-methoxyspiro[cyclopropan-1,3'-indol]-2'(1'H)-one ClC=1C(=NC(=NC1)N1CC(C1)O)NC1=NNC2=CC(=CC=C12)[C@@H]1C[C@@]12C(NC1=CC=C(C=C21)OC)=O